(2S,4R)-4-(2-((2'-chloro-[1,1'-biphenyl]-4-yl)amino)-2-oxoethyl)-1-(2-methylbenzofuro[3,2-d]pyrimidin-4-yl)pyrrolidine ClC1=C(C=CC=C1)C1=CC=C(C=C1)NC(C[C@H]1CCN(C1)C=1C2=C(N=C(N1)C)C1=C(O2)C=CC=C1)=O